C(C)(C)C1=CC=C(OC2=CC=C(N)C=C2)C=C1 4-(4-Isopropylphenoxy)anilin